6-(4-(1-((4-cyanophenyl)amino)cyclopentane-1-carbonyl)piperazine-1-yl)N,N-dimethylnicotinamide C(#N)C1=CC=C(C=C1)NC1(CCCC1)C(=O)N1CCN(CC1)C1=NC=C(C(=O)N(C)C)C=C1